ClC=1C=C(C(=O)N2C[C@@H](N(C[C@H]2C)C(=O)OC(C)(C)C)C)C=CC1F tert-Butyl (2S,5R)-4-(3-chloro-4-fluorobenzoyl)-2,5-dimethylpiperazine-1-carboxylate